2-(4-ethoxyphenyl)-6-(6-methoxypyridin-3-yl)-1H-pyrrolo[2,3-b]pyridine C(C)OC1=CC=C(C=C1)C1=CC=2C(=NC(=CC2)C=2C=NC(=CC2)OC)N1